5-chloro-2-methyl-8-(2-methylphenyl)-[1,2,4]triazolo[1,5-a]pyrazin-6-amine ClC1=C(N=C(C=2N1N=C(N2)C)C2=C(C=CC=C2)C)N